(R)-methyl 5-((1-(4-aminobutoxy)propan-2-yl)amino)benzo[c][2,6]naphthyridine-8-carboxylate NCCCCOC[C@@H](C)NC1=NC2=C(C3=CN=CC=C13)C=CC(=C2)C(=O)OC